(7R,17E)-9-methyl-7-[(7-methyl-1H-indazol-5-yl)methyl]-12,15,25-trioxa-4,6,9,21,23-pentaazatetracyclo[17.6.2.21,4.022,26]nonacosan-17,19(27),20,22(26)-tetraen-5,8,24-trione CN1C([C@H](NC(N2CCC3(OC(NC=4N=CC(/C=C/COCCOCC1)=CC34)=O)CC2)=O)CC=2C=C3C=NNC3=C(C2)C)=O